IC=1C=NN2C1N=C(C(=C2)C)N2CCN(CC2)C(=O)OC(C)(C)C tert-butyl 4-(3-iodo-6-methyl-pyrazolo[1,5-a]pyrimidin-5-yl)piperazine-1-carboxylate